2-[4-(2,3-dihydro-1H-inden-5-yl)-2,6-bis(propan-2-yl)phenyl]-N-{4-[(dimethylamino)methyl]benzene-sulfonyl}acetamide C1CCC2=CC(=CC=C12)C1=CC(=C(C(=C1)C(C)C)CC(=O)NS(=O)(=O)C1=CC=C(C=C1)CN(C)C)C(C)C